C1(=CC=CC=2C3=CC=CC=C3CC12)C(=O)[O-] fluoreneAt